C(C)(C)(C)C(C(C)(C)C)(P([O-])=O)C(C)(C)C di-tert-butylneopentylphosphinate